methyl 2-(3,6-dichloro-2-methoxy-phenyl)-2,2-difluoro-acetate ClC=1C(=C(C(=CC1)Cl)C(C(=O)OC)(F)F)OC